O=C1NCCC1C(=O)OC methyl 2-oxopyrrolidine-3-carboxylate